(Z)-N-(3-ethynyl-4-fluorophenyl)-N'-hydroxy-4-((2-(methylsulfonylamino)ethyl)amino)-1,2,5-Oxadiazole-3-carboxamidine C(#C)C=1C=C(C=CC1F)N\C(=N/O)\C1=NON=C1NCCNS(=O)(=O)C